4-oxo-4H-quinoline O=C1CC=NC2=CC=CC=C12